NC1=C(C=CC(=C1)CCC1=CC=C(C=C1)C(F)(F)F)NC(C(C(CCCC)F)F)=O N-(2-Amino-4-(4-(trifluoromethyl)phenethyl)phenyl)-2,3-difluoroheptanamid